C1(CC1)NC1=NC2=C(C(NC=C2C=C1)=O)C1=CC=C(C=C1)OC(F)F 2-(cyclopropylamino)-8-(4-(difluoromethoxy)phenyl)-1,6-naphthyridin-7(6H)-one